(4-fluorophenyl)-3-methyl-pyrazole-4-carboxylic acid FC1=CC=C(C=C1)C1=C(C(=NN1)C)C(=O)O